3-(3-(4,4,5,5-tetramethyl-1,3,2-dioxaborolan-2-yl)phenyl)-1,2,4-oxadiazole CC1(OB(OC1(C)C)C=1C=C(C=CC1)C1=NOC=N1)C